bis(4-(trifluoromethyl)phenyl)phosphorus chloride FC(C1=CC=C(C=C1)P(C1=CC=C(C=C1)C(F)(F)F)Cl)(F)F